C1(CC1)N1N=CC(=C1)C=1C=C(C=CC1)N(S(=O)(=O)C1=CC=C(C=C1)C)CC1=CC=C(C=C1)C1=CC(=C(C=C1)OC)C N-(3-(1-cyclopropyl-1H-pyrazol-4-yl)phenyl)-N-((4'-methoxy-3'-methyl-[1,1'-biphenyl]-4-yl)methyl)-4-methylbenzenesulfonamide